NC(=O)NC1=C(SC(=C1)C1=CC=C(C=C1)CN1CCOCC1)C(=O)N 3-[(aminocarbonyl)amino]-5-[4-(morpholin-4-ylmethyl)phenyl]thiophene-2-carboxamide